3-fluoro-N-(5-((1s,3s)-3-methyl-1-(4-methyl-4H-1,2,4-triazol-3-yl)cyclobutyl)pyridin-3-yl)-7-(((1-methylcyclobutyl)amino)methyl)-1H-pyrrolo[3,2-b]pyridine-5-carboxamide FC1=CNC=2C1=NC(=CC2CNC2(CCC2)C)C(=O)NC=2C=NC=C(C2)C2(CC(C2)C)C2=NN=CN2C